3,4,6-tri-O-acetyl-D-glucose C(C)(=O)O[C@H]([C@H](C=O)O)[C@H](OC(C)=O)[C@H](O)COC(C)=O